N[C@]1(C(N(C2=CC=CC=C12)C(C1=CC=CC=C1)(C1=CC=CC=C1)C1=CC=CC=C1)=O)C=1OC=CC1 (S)-3-amino-3-(2-furyl)-1-triphenylmethylindol-2-one